C(CCCCCC)N(C(N(CCCCCCC)CCCCCCC)=O)CCCCCCC tetraheptyl-urea